Trans-Cyclooctyne C1#CCCCCCC1